CC(CO)(CC)NC=1C2=C(N=C(N1)C1=CC=NC=C1)C=NC=C2 2-methyl-2-{[2-(pyridin-4-yl)pyrido[3,4-d]pyrimidin-4-yl]amino}butan-1-ol